cyclopropyl (S)-(3-(1-((4-fluorophenyl)amino)-1-oxopropan-2-yl)bicyclo[1.1.1]pentan-1-yl)carbamate FC1=CC=C(C=C1)NC([C@@H](C)C12CC(C1)(C2)NC(OC2CC2)=O)=O